2-((1S,4S,5R)-5-((5-cyclopropyl-3-(2,6-dichloro-4-hydroxyphenyl)isoxazol-4-yl)methoxy)-2-azabicyclo[2.2.1]heptan-2-yl)-4-fluorobenzo[d]thiazole-6-carboxylic acid C1(CC1)C1=C(C(=NO1)C1=C(C=C(C=C1Cl)O)Cl)CO[C@H]1[C@@H]2CN([C@H](C1)C2)C=2SC1=C(N2)C(=CC(=C1)C(=O)O)F